p-hydrazinylbenzenesulfonamide hydrochloride salt Cl.N(N)C1=CC=C(C=C1)S(=O)(=O)N